C1(=C(C(=CC=C1)C(=O)NCCSSCCNC(OC(C)(C)C)=O)C(=O)NCCSSCCNC(OC(C)(C)C)=O)C(=O)NCCSSCCNC(OC(C)(C)C)=O tri-tert-butyl ((((benzenetricarbonyltris-(azanediyl))tris(ethane-2,1-diyl))tris(disulfanediyl))tris(ethane-2,1-diyl))-tricarbamate